1-(heptadecan-9-yl) 9-(4-(2-(2-(1-(2-((2-(4-(2-(2-(4-(nonanoyloxy)phenyl)acetoxy)ethyl)piperidin-1-yl)ethyl)disulfaneyl)ethyl)piperidin-4-yl)ethoxy)-2-oxoethyl)phenyl) nonanedioate C(CCCCCCCC(=O)OC1=CC=C(C=C1)CC(=O)OCCC1CCN(CC1)CCSSCCN1CCC(CC1)CCOC(CC1=CC=C(C=C1)OC(CCCCCCCC)=O)=O)(=O)OC(CCCCCCCC)CCCCCCCC